5-({2-[hydroxy({[2-(2-methoxyethoxy)ethyl]amino})methyl]-1,3-dioxo-2,3-dihydro-1H-inden-5-yl}oxy)-N-[2-(2-methoxyethoxy)ethyl]-1,3-dioxo-2,3-dihydro-1H-indene-2-carboxamide OC(C1C(C2=CC=C(C=C2C1=O)OC=1C=C2C(C(C(C2=CC1)=O)C(=O)NCCOCCOC)=O)=O)NCCOCCOC